C1(CC1)C1=C(C(=NO1)C1=C(C=NC=C1Cl)Cl)COC12CCC(CC1)(CC2)COC=2C=C1C(=CC=NC1=C(C2)F)OC2COC2 6-((4-((5-Cyclopropyl-3-(3,5-dichloropyridin-4-yl)isoxazol-4-yl)methoxy)bicyclo[2.2.2]octan-1-yl)methoxy)-8-fluoro-4-(oxetan-3-yloxy)chinolin